NC=1C(=NON1)N1N=NC(=C1)C(=O)NN=CC1=CC(=CC(=C1)C(F)(F)F)Cl 1-(4-amino-1,2,5-oxadiazol-3-yl)-N'-(3-chloro-5-(trifluoromethyl)benzylidene)-1H-1,2,3-triazole-4-carbohydrazide